NC1=C2NC(N(C2=NC(=N1)S(=O)(=O)C)CC=1C=CC(=C(CN(C(OC(C)(C)C)=O)C2=CC(=CC=C2)CO)C1)OC)=O tert-butyl (5-((6-amino-2-(methylsulfonyl)-8-oxo-7,8-dihydro-9H-purin-9-yl)methyl)-2-methoxybenzyl)(3-(hydroxymethyl)phenyl)carbamate